ClC=1C(=C2C(=NC1C)CN(C2)C(=O)[C@H]2CN(CC2)C2=NC=C(C=N2)C(F)(F)F)C (3-Chloro-2,4-dimethyl-5,7-dihydropyrrolo[3,4-b]pyridin-6-yl)-[(3R)-1-[5-(trifluoromethyl)pyrimidin-2-yl]pyrrolidin-3-yl]methanon